6-amino-1,2-benzisothiazole NC1=CC2=C(C=NS2)C=C1